tert-butyl-3,3-dimethylpiperazine-1-carboxylate C(C)(C)(C)OC(=O)N1CC(NCC1)(C)C